2,6-dimethoxy-4-[5-(1-methylpyrazol-4-yl)benzimidazol-1-yl]-N-(2,2,2-trifluoro-1,1-dimethyl-ethyl)benzamide COC1=C(C(=O)NC(C(F)(F)F)(C)C)C(=CC(=C1)N1C=NC2=C1C=CC(=C2)C=2C=NN(C2)C)OC